N[C@@H](CCCNC(N)=N)C(=O)C1=C(C2=CC=CC=C2C=C1)C(=O)N arginyl-naphthalamide